Cl.NCCOCCNC(C1=C(C=C(C=C1)NC=1C=2N(C=CN1)C(=CN2)C2=CC(=C(C=C2)Cl)F)C)=O N-(2-(2-aminoethoxy)ethyl)-4-((3-(4-chloro-3-fluorophenyl)imidazo[1,2-a]pyrazin-8-yl)amino)-2-methylbenzamide hydrochloride